chloro-2'-fluoro-N-methyl-[2,3'-bipyridine] ClC1=C(N(CC=C1)C)C=1C(=NC=CC1)F